ethyl rac-(4R,5R)-2-diazo-6,6-difluoro-5-hydroxy-4,5-dimethyl-3-oxo-hexanoate [N+](=[N-])=C(C(=O)OCC)C([C@@H]([C@@](C(F)F)(C)O)C)=O |r|